methyl (2-(3-(4-cyano-3-(trifluoromethyl)phenyl)-2-(trifluoromethyl)oxazolidine-5-carboxamido)ethyl)carbamate C(#N)C1=C(C=C(C=C1)N1C(OC(C1)C(=O)NCCNC(OC)=O)C(F)(F)F)C(F)(F)F